CN(C1CN(C1)C(=O)C1CC2=C(CN1C(C)C)NC(=N2)C2=NNC1=CC(=CC=C21)C2=C(C=C(C=C2)O)CC)C (3-(dimethylamino)azetidin-1-yl)(2-(6-(2-ethyl-4-hydroxyphenyl)-1H-indazol-3-yl)-5-isopropyl-4,5,6,7-tetrahydro-3H-imidazo[4,5-c]pyridin-6-yl)methanone